6-Oxo-6-Phenylhexanoic Acid O=C(CCCCC(=O)O)C1=CC=CC=C1